perfluorooctyl-potassium FC(C(C(C(C(C(C(C(F)(F)F)(F)F)(F)F)(F)F)(F)F)(F)F)(F)F)([K])F